[Pt].C(#C)C1(CCCCC1)O.C(#C)C1(CCCCC1)O bis(1-ethynyl-1-cyclohexanol) platinum